1-(4-chlorophenyl)-1,2-ethanediol ClC1=CC=C(C=C1)C(CO)O